1-(4-(3-(Benzyloxy)-10,13-dimethylhexadecahydro-1H-cyclopenta[a]phenanthren-17-yl)pentyl)piperidine C(C1=CC=CC=C1)OC1CCC2(C3CCC4(C(CCC4C3CCC2C1)C(CCCN1CCCCC1)C)C)C